(S)-1-(2-methyl-6-(1-(piperidin-4-yl)-1H-pyrazol-4-yl)-3,4-dihydroquinolin-1(2H)-yl)ethan-1-one C[C@@H]1N(C2=CC=C(C=C2CC1)C=1C=NN(C1)C1CCNCC1)C(C)=O